FC=1C=C(C=C(C1)F)CC(=O)N[C@@H](C)C(=O)N[C@H](C(=O)O)C1=CC=CC=C1 (3,5-difluorophenylacetyl)-L-alanyl-L-2-phenylglycine